2-(4-(benzyloxy)phenyl)-4-(thiophen-2-ylmethylene)oxazol-5(4H)-one C(C1=CC=CC=C1)OC1=CC=C(C=C1)C=1OC(C(N1)=CC=1SC=CC1)=O